COC(CC1=C(C=CC(=C1)OC)C1=C(C=C(C=C1)OC)[N+](=O)[O-])=O.COC=1C=CC2=C(NC(CC3=C2C=CC(=C3)OC)=O)C1 3,9-dimethoxy-5,7-dihydro-6H-dibenzo[b,d]azepin-6-one Methyl-2-(4,4'-dimethoxy-2'-nitro-[1,1'-biphenyl]-2-yl)acetate